C[Sn] methyltin